5-(2,4-Bis-benzyloxy-5-tert-butyl-phenyl)-4-(4-formyl-phenyl)-isoxazole-3-carboxylic Acid Ethylamide C(C)NC(=O)C1=NOC(=C1C1=CC=C(C=C1)C=O)C1=C(C=C(C(=C1)C(C)(C)C)OCC1=CC=CC=C1)OCC1=CC=CC=C1